NC1=NC(=NC(=C1NC(OC)=O)N)C1=NN(C2=NC=CC=C21)CC2=C(C=CC=C2)F methyl (4,6-diamino-2-(1-(2-fluorobenzyl)-1H-pyrazolo[3,4-b]pyridin-3-yl)pyrimidin-5-yl)carbamate